C(\C=C/C\C=C/CCC)OC(C(CC)N(CC1COC(OC1)(C)C)C(SCCCN(CC)CC)=O)=O [1-(2,2-dimethyl-1,3-dioxan-5-yl)-8-ethyl-3-oxo-2,8-diaza-4-thiadec-2-yl]butanoic acid-(2Z,5Z)-non-2,5-dien-1-yl ester